Dicyclopentyl-(2,6-dimethoxyphenyl)phosphine tert-butyl-(1S,4S)-5-(4-bromo-6-chloro-1-cyclopropyl-7-fluoro-1H-pyrazolo[4,3-c]pyridin-3-yl)-2,5-diazabicyclo[2.2.2]octane-2-carboxylate C(C)(C)(C)OC(=O)N1[C@@H]2CN([C@H](C1)CC2)C2=NN(C1=C2C(=NC(=C1F)Cl)Br)C1CC1.C1(CCCC1)P(C1=C(C=CC=C1OC)OC)C1CCCC1